cyclohexaneamine C1(CCCCC1)N